1-(4-((2,3,5,6-tetrafluorophenyl)amino)phenyl)ethan-1-one FC1=C(C(=C(C=C1F)F)F)NC1=CC=C(C=C1)C(C)=O